C(C)C(CO)CC(CO)CC 2,4-diethyl-1,5-pentylene glycol